(3aR,5s,6aS)-2-((2,2-difluorobenzo[d][1,3]dioxol-5-yl)methyl)-N-(6-(2,3,5-trifluorophenyl)pyridazin-3-yl)octahydrocyclopenta[c]pyrrol-5-amine FC1(OC2=C(O1)C=CC(=C2)CN2C[C@@H]1[C@H](C2)CC(C1)NC=1N=NC(=CC1)C1=C(C(=CC(=C1)F)F)F)F